11-(dimethylamino)undecyl(methyl)carbamat CN(CCCCCCCCCCCN(C([O-])=O)C)C